BrC=1C=CC2=C(N=C(S2)C2=CC=CC=C2)C1 5-Bromo-2-phenyl-1,3-benzothiazole